(2R)-benzyl-2-((4-(tert-butyl)phenyl)(2-((2-methoxy-2-methylpropyl)amino)-2-oxo-1-(pyridin-3-yl)ethyl)carbamoyl)pyrrolidine-1-carboxylate C(C1=CC=CC=C1)OC(=O)N1[C@H](CCC1)C(N(C(C(=O)NCC(C)(C)OC)C=1C=NC=CC1)C1=CC=C(C=C1)C(C)(C)C)=O